CN1N=CC=2C1=NC(=CC2N2CC1=C(CC2)N(N=C1C)CC12CCC(CC1)(CC2)N2C(CN(CC2)C)=O)C 1-(4-((5-(1,6-dimethyl-1H-pyrazolo[3,4-b]pyridin-4-yl)-3-methyl-4,5,6,7-tetrahydro-1H-pyrazolo[4,3-c]pyridin-1-yl)methyl)bicyclo[2.2.2]octan-1-yl)-4-methylpiperazin-2-one